2-[6-methoxy-1-oxo-2-(3-trifluoromethyl-benzyl)-1,2,3,4-tetrahydroisoquinoline-8-yloxy]-2-methylpropanoic acid COC=1C=C2CCN(C(C2=C(C1)OC(C(=O)O)(C)C)=O)CC1=CC(=CC=C1)C(F)(F)F